icosa-11,14,17-trien-1-ol C(CCCCCCCCCC=CCC=CCC=CCC)O